N[C@H]1C(N([C@@H](C1)CN(C(=O)OC(C)(C)C)C(=O)OC(C)(C)C)CC(=O)OC(C)(C)C)=O tert-butyl [(3R,5S)-3-amino-5-{[bis(tert-butoxycarbonyl)amino]methyl}-2-oxopyrrolidin-1-yl]acetate